2-{2-fluoro-3-[6-(4-methanesulfonylphenyl)furo[3,2-d]pyrimidin-4-yl]phenyl}propan-2-ol FC1=C(C=CC=C1C=1C2=C(N=CN1)C=C(O2)C2=CC=C(C=C2)S(=O)(=O)C)C(C)(C)O